Dimethyl-capramide CN(C(=O)CCCCCCCCC)C